C(C)(C)(C)OC(=O)N1[C@@H](CC[C@H](C1)C(NC1=NN(C2=CC=C(C=C12)C1=C(C=CC(=C1)C#N)Cl)C(C1=CC=CC=C1)(C1=CC=CC=C1)C1=CC=CC=C1)=O)C (2R,5R)-5-{[5-(2-chloro-5-cyanophenyl)-1-trityl-1H-indazol-3-yl]carbamoyl}-2-methylpiperidine-1-carboxylic acid tert-butyl ester